C(C1=C(C(=CC(=C1)C)CCCCCCCCC)O)C1=C(C(=CC(=C1)C)CCCCCCCCC)O methylene-bis-(6-nonyl-4-methylphenol)